[3-fluoro-5-(1,1,2,2,3,3,3-heptafluoropropyl)-2-pyridyl]-2-[1-[2-(4-methyl-2-oxo-oxazolidin-3-yl)ethyl]tetrazol-5-yl]sulfanyl-5-nitro-benzamide FC=1C(=NC=C(C1)C(C(C(F)(F)F)(F)F)(F)F)C=1C(=C(C(=O)N)C=C(C1)[N+](=O)[O-])SC1=NN=NN1CCN1C(OCC1C)=O